N-{2-azido-1-[3-(trifluoromethyl)phenyl]ethyl}-1H-1,3-benzodiazol-2-amine N(=[N+]=[N-])CC(C1=CC(=CC=C1)C(F)(F)F)NC1=NC2=C(N1)C=CC=C2